(2-bromo-4-chlorophenyl)(2-chlorophenyl)sulfane BrC1=C(C=CC(=C1)Cl)SC1=C(C=CC=C1)Cl